5-(2-Fluoro-6-hydroxy-4-(1-(2-(pyrrolidin-1-yl)ethyl)-1H-pyrazol-4-yl)phenyl)-1,2,5-thiadiazolidin-3-one 1,1-dioxide FC1=C(C(=CC(=C1)C=1C=NN(C1)CCN1CCCC1)O)N1CC(NS1(=O)=O)=O